4-Cyclopropyl-6-(methoxy-d3)pyrimidine potassium [K].C1(CC1)C1=NC=NC(=C1)OC([2H])([2H])[2H]